(R)-2-(((3,3-dibutyl-7-methylsulfanyl-1,1-dioxo-5-phenyl-2,3,4,5-tetrahydrobenzo[b][1,4]thiazepin-8-yl)methyl)amino)-3-(1H-indol-2-yl)propionic acid C(CCC)C1(CN(C2=C(S(C1)(=O)=O)C=C(C(=C2)SC)CN[C@@H](C(=O)O)CC=2NC1=CC=CC=C1C2)C2=CC=CC=C2)CCCC